C(C1=CC=NC=C1)NN=CC1=C(C(=NC=C1CO)C)O pyridoxal Isonicotinyl Hydrazone